C(C)C1=C(C(=CC(=C1)OCCCC)C)O 2-Ethyl-6-methyl-4-butoxy-phenol